2-ethoxyphenyl 2-phenylacetate C1(=CC=CC=C1)CC(=O)OC1=C(C=CC=C1)OCC